2-Ethynyl-4-methylthiazole-5-carboxylic acid ethyl ester C(C)OC(=O)C1=C(N=C(S1)C#C)C